ethyl [(2-fluorophenyl)ethyl] disulfide FC1=C(C=CC=C1)CCSSCC